NC1=C(C=NN1CCN1CCOCC1)C(=O)N1C[C@@]2(CCC1)C1=C(NC(O2)=O)C=CC(=C1F)Cl (R)-1'-(5-Amino-1-(2-morpholinoethyl)-1H-pyrazole-4-carbonyl)-6-chloro-5-fluorospiro[benzo[d][1,3]oxazine-4,3'-piperidin]-2(1H)-one